1-nonyl-1-propylpiperidinium triflate [O-]S(=O)(=O)C(F)(F)F.C(CCCCCCCC)[N+]1(CCCCC1)CCC